S(=O)(=O)=CCC(=O)OCC(COC(CC=S(=O)=O)=O)(COC(CC=S(=O)=O)=O)COC(CC=S(=O)=O)=O [3-(3-sulfonylpropionyloxy)-2,2-bis(3-sulfonylpropionyloxymethyl) propyl] 3-sulfonylpropionate